BrC=1C=CC(=NC1)C=1NCC(CN1)(C)C 5-bromo-2-(5,5-dimethyl-4,6-dihydro-1H-pyrimidin-2-yl)pyridin